potassium pentacosylate C(CCCCCCCCCCCCCCCCCCCCCCCC)(=O)[O-].[K+]